1-(5-methylpyridin-2-yl-1H-pyrazol-4-yl)imidazo[2,1-f][1,2,4]triazin-4(3H)-one CC=1C=CC(=NC1)N1N=CC(=C1)N1N2C(C(NC1)=O)=NC=C2